7-(bromomethyl)-8-fluoro-3-methyl-1H-quinoxalin-2-one BrCC1=CC=C2N=C(C(NC2=C1F)=O)C